COC1=C(C=CC(=C1C)COC)O 2-methoxy-4-(methoxymethyl)-3-methyl-phenol